C(C1=CC=CC=C1)=C1C(NC(N1)=O)=O 5-Benzylidenehydantoin